N-(2-(dimethylamino)ethyl)-4-(5-(2,6-dimethylphenoxy)-1-methyl-2-oxo-1,2-dihydropyridin-4-yl)-6-methyl-7-oxo-6,7-dihydro-1H-pyrrolo[2,3-c]pyridine-2-carboxamide CN(CCNC(=O)C1=CC2=C(C(N(C=C2C2=CC(N(C=C2OC2=C(C=CC=C2C)C)C)=O)C)=O)N1)C